3,3'-oxybis(6-aminobenzenesulfonic acid) O(C=1C=C(C(=CC1)N)S(=O)(=O)O)C=1C=C(C(=CC1)N)S(=O)(=O)O